(2S)-2-[[(3R)-5-chloro-3-deuterio-8-hydroxy-1-oxo-3-(trideuteriomethyl)-4H-isochromene-7-carbonyl]amino]-3-phenylpropanoic acid ClC1=C2C[C@](OC(C2=C(C(=C1)C(=O)N[C@H](C(=O)O)CC1=CC=CC=C1)O)=O)(C([2H])([2H])[2H])[2H]